[HYDROXY(3-PHENYLPROPYL)AMINO]METHANOL ON(CCCC1=CC=CC=C1)CO